(1R,2R)-cis-2-aminocyclopentanol HCl Cl.N[C@H]1[C@@H](CCC1)O